N2-(4-((3S,4R)-3-amino-4-methylpiperidin-1-yl)-5-(1-(difluoromethyl)-1H-pyrazol-4-yl)pyridin-2-yl)-6-(2,4-difluoro-6-methoxyphenyl)pyridin-2,5-diamine hydrochloride Cl.N[C@@H]1CN(CC[C@H]1C)C1=CC(=NC=C1C=1C=NN(C1)C(F)F)NC1=NC(=C(C=C1)N)C1=C(C=C(C=C1OC)F)F